FC=1C(=NC(=NC1)NC1=NC=CC=C1CN1CCN(CC1)C)C1=CC2=C(N=C3N2[C@@H](CC3)CF)C(=C1)F (S)-5-fluoro-4-(5-fluoro-1-(fluoromethyl)-2,3-dihydro-1H-benzo[d]pyrrolo[1,2-a]imidazol-7-yl)-N-(((4-methylpiperazin-1-yl)methyl)pyridin-2-yl)pyrimidin-2-amine